3-(2-Hydroxy-4-diethylamino-phenyl)-3-(2-methoxy-5-methyl-phenyl)phthalid OC1=C(C=CC(=C1)N(CC)CC)C1(OC(=O)C2=CC=CC=C12)C1=C(C=CC(=C1)C)OC